(E)-2-(prop-2-yn-1-ylsulfanyl)-4-(2-(pyridin-3-ylmethylene)hydrazino)-6-(trifluoromethyl)pyrimidine C(C#C)SC1=NC(=CC(=N1)N/N=C/C=1C=NC=CC1)C(F)(F)F